C(#N)C=1C=CC=CC1C1=CC(=NC(=C1)C1=CC=CC=C1)C1=CC=CC=C1 5-cyano-6-(2,6-diphenylpyridin-4-yl)benzene